1-(3-(2,4-Difluoro-3-hydroxy-5-(trifluoromethyl)phenyl)-1-methyl-1H-pyrazolo[3,4-d]pyrimidin-6-yl)-4-(pyridin-4-yl)piperidin-4-ol FC1=C(C=C(C(=C1O)F)C(F)(F)F)C1=NN(C2=NC(=NC=C21)N2CCC(CC2)(O)C2=CC=NC=C2)C